2-amino-3-methoxy-4-chlorobenzoic acid NC1=C(C(=O)O)C=CC(=C1OC)Cl